4,4'-[1,4-butanediylbis(oxymethylene)]bis[1,3-dioxolan-2-one] C(CCCOCC1OC(OC1)=O)OCC1OC(OC1)=O